C(C1=CC=CC=C1)SC=1C(=C(C(=C(C1F)F)F)O)F 3-(benzylthio)-2,4,5,6-tetrafluorophenol